FC1(CCC(CC1)N(C1=NC(=NC(=C1)C(C)OC)N1N=C(C=C1)C(F)(F)F)C)F N-(4,4-difluorocyclohexyl)-6-(1-methoxyethyl)-N-methyl-2-(3-(trifluoromethyl)-1H-pyrazol-1-yl)pyrimidin-4-amine